CC12C=CC(CC1)CC2 4-Methylbicyclo[2.2.2]-oct-2-en